COC1=CC=C(CN2N=C(C=C(C2=O)C(F)(F)F)C2N(CC2)CCC(=O)OC(C)(C)C)C=C1 tert-butyl 3-(2-(1-(4-methoxybenzyl)-6-oxo-5-(trifluoromethyl)-1,6-dihydropyridazin-3-yl)azetidin-1-yl)propanoate